CN(CCCN(CC(C)O)CCCN(C)C)C 1-[bis[3-[dimethylamino]propyl]amino]-2-propanol